OB1OCC2=C1C=C(C=C2)C(=O)N[C@@H](CC2=CC=C(C=C2)O)C(=O)OC Methyl (1-hydroxy-1,3-dihydrobenzo[c][1,2]oxaborole-6-carbonyl)-L-tyrosinate